1-(4-C-azido-2-deoxy-2-fluoro-β-D-arabinofuranosyl)-4-(cyclopropylamino)-2(1H)-Pyrimidinone N(=[N+]=[N-])[C@]1([C@H]([C@@H]([C@@H](O1)N1C(N=C(C=C1)NC1CC1)=O)F)O)CO